C(C)(C)(C)C=1C(=C(C=C(C1)CCC(=O)OCCCCCC(C)C)N1N=C2C(=N1)C=CC=C2)O 2-[3'-t-butyl-2'-hydroxy-5'-(2-isooctyloxycarbonylethyl)phenyl]benzotriazole